FC(COC1CN(C1)C=1C=2N(N=C(C1)C=1C(NC(NC1)=O)=O)C=CN2)(F)F 5-(8-(3-(2,2,2-trifluoroethoxy)azetidin-1-yl)imidazo[1,2-b]pyridazin-6-yl)pyrimidine-2,4(1H,3H)-dione